9-(4-chloro-2-fluoro-phenyl)-2,3-dimethyl-7-[(2R,4S)-2-(2-methyl-4-pyridyl)tetrahydropyran-4-yl]pyrimido[1,2-b]pyridazin-4-one ClC1=CC(=C(C=C1)C=1C=2N(N=C(C1)[C@@H]1C[C@@H](OCC1)C1=CC(=NC=C1)C)C(C(=C(N2)C)C)=O)F